N1(N=CC=C1)CC1=C(C=C(C(=O)NS(=O)(=O)C2=CC(=C(C=C2)OC)Cl)C=C1)OC 4-((1H-pyrazol-1-yl)methyl)-N-((3-chloro-4-methoxyphenyl)sulfonyl)-3-methoxybenzamide